6-(difluoromethoxy)-5-fluoro-N-((5-methyl[1,2,3]triazolo[1,5-b]pyridazin-3-yl)methyl)nicotinamide FC(OC1=NC=C(C(=O)NCC=2N=NN3N=CC(=CC32)C)C=C1F)F